CN1C(C23N(C(C1(SS3)C)=O)CC(C2)(C#N)C)=O 2,3,7-trimethyl-1,4-dioxohexahydro-6H-3,8a-epidithiopyrrolo[1,2-a]pyrazine-7-carbonitrile